6-(trifluoromethoxy)-5,6,7,8-tetrahydropyrazolo[5,1-b][1,3]oxazepine-2-carboxylic acid ethyl ester C(C)OC(=O)C1=NN2C(OCC(CC2)OC(F)(F)F)=C1